4-(1-{[3-chloro-2-(morpholin-4-yl)phenyl]amino}-2,2,2-trifluoroethyl)-N,N-dimethylbenzene-1-sulfonamide ClC=1C(=C(C=CC1)NC(C(F)(F)F)C1=CC=C(C=C1)S(=O)(=O)N(C)C)N1CCOCC1